COC=1C=C2C(=NC(=NC2=CC1OC)C)N[C@H](C)C1=CC(=CC=C1)C=1C=NN(C1)CCN1CCCC1 6,7-dimethoxy-2-methyl-N-[(1R)-1-(3-{1-[2-(pyrrolidin-1-yl)ethyl]-1H-pyrazol-4-yl}phenyl)ethyl]quinazolin-4-amine